(E)-3-(4-hydroxy-3,5-dimethylphenyl)-1-(4-(methylthio)benzofuran-7-yl)prop-2-en-1-one OC1=C(C=C(C=C1C)/C=C/C(=O)C1=CC=C(C=2C=COC21)SC)C